2-[4-(4-cyclopropylmethoxy-pyrimidin-2-yl)-2,6-difluoro-phenoxymethyl]-cyclopropanecarboxylic acid C1(CC1)COC1=NC(=NC=C1)C1=CC(=C(OCC2C(C2)C(=O)O)C(=C1)F)F